1-(3-chloro-4-tolyl)-3-((5-(2,6-dioxopiperidin-3-yl)-6-oxo-5,6-dihydro-4H-thieno[2,3-c]pyrrol-2-yl)methyl)thiourea ClC=1C=C(C=CC1NC(=S)NCC1=CC2=C(C(N(C2)C2C(NC(CC2)=O)=O)=O)S1)C